C[C@@H]1N(C[C@H](N(C1)C(C)C=1C=C2N=C(C=NC2=CC1)C)C)C=1C2=C(N(C(C1F)=O)C)N(C(=N2)CC#N)C 2-(7-((2S,5R)-2,5-dimethyl-4-(1-(3-methylquinoxalin-6-yl)ethyl)piperazin-1-yl)-6-fluoro-3,4-dimethyl-5-oxo-4,5-dihydro-3H-imidazo[4,5-b]pyridin-2-yl)acetonitrile